The molecule is a macrolide that is 4,15-dioxabicyclo[9.3.1]pentadeca-9,12-dien-3-one substituted by a hydroxy group at position 14 and a methyl group at position 5 (the 1S,5S,9E,11R,14S stereoisomer). It is isolated from the marine-derived fungus Aspergillus ostianus and exhibits cytotoxic activity against mouse lymphocytic leukemia cells (L1210). It has a role as an antineoplastic agent and an Aspergillus metabolite. It is a bridged compound, a cyclic ether, a macrolide and a secondary alcohol. C[C@H]1CCC/C=C/[C@H]2C=C[C@@H]([C@@H](O2)CC(=O)O1)O